(S)-2,2-difluoro-4-(4-methyl-5-oxocyclohex-3-en-1-yl)pent-4-enoic acid ethyl ester C(C)OC(C(CC(=C)[C@H]1CC=C(C(C1)=O)C)(F)F)=O